2-fluoro-3-[N-(cyclopropylmethyl)-4-fluoro-benzamido]benzoic acid FC1=C(C(=O)O)C=CC=C1N(C(C1=CC=C(C=C1)F)=O)CC1CC1